7-(3-hydroxy-benzyl)-7,9-dihydro-8H-purin-8-one OC=1C=C(CN2C(NC3=NC=NC=C23)=O)C=CC1